C[C@@H](C(=O)NCCOC(=O)C[C@](CC(=O)O)(C(=O)O)O)N1C(=O)CCC1(C(=O)O)O.[Fe] The molecule is an iron coordination entity comprising equimolar amounts of iron(3+) and vibrioferrin(3-). It contains an iron(3+) and a vibrioferrin(3-).